6-Chloro-4-(3,6-dihydro-2H-pyran-4-yl)-1,3-dimethyl-1,3-dihydro-2H-imidazo[4,5-c]pyridin-2-one ClC1=CC2=C(C(=N1)C=1CCOCC1)N(C(N2C)=O)C